C(C)(C)[P@@](=O)(OCOC(=O)OC(C)C)OCC1OCCC1 ((R)-(((S)-1-isopropyl(((isopropyloxycarbonyl)oxy)methoxy)phosphoryl)oxy)methyl)tetrahydrofuran